OC1(CCNCC1)C1=CC2=C(C(N(C2)C2C(NC(CC2)=O)=O)=O)S1 3-(2-(4-hydroxypiperidin-4-yl)-6-oxo-4,6-dihydro-5H-thieno[2,3-c]pyrrol-5-yl)piperidine-2,6-dione